CC1(OB(OC1(C)C)C=1C=C(C=CC1)CCC(=O)OCC)C ethyl 3-(3-(4,4,5,5-tetramethyl-1,3,2-dioxaborolan-2-yl)phenyl)propanoate